N-(4-(1-acetylpiperidin-4-yl)phenyl)-N-(4-(5-(difluoromethyl)-1,3,4-oxadiazol-2-yl)-2-fluorobenzyl)thiomorpholin-4-carboxamide C(C)(=O)N1CCC(CC1)C1=CC=C(C=C1)N(C(=O)N1CCSCC1)CC1=C(C=C(C=C1)C=1OC(=NN1)C(F)F)F